5-((1R,4R)-2-oxa-5-azabicyclo[2.2.1]heptane-5-yl)-N-(3-(difluoromethyl)-1-((1R,4R)-4-formylcyclohexyl)-1H-pyrazol-4-yl)pyrazolo[1,5-a]pyrimidine-3-carboxamide [C@H]12OC[C@H](N(C1)C1=NC=3N(C=C1)N=CC3C(=O)NC=3C(=NN(C3)C3CCC(CC3)C=O)C(F)F)C2